4-(Benzyl-seleno)butyronitrile C(C1=CC=CC=C1)[Se]CCCC#N